ClC1=CC=C(C=C1)C1=C[C@@H]2[C@H]([C@@H]2C1)C1=NOC(=N1)CN1C=NC=2N=CN(C2C1=O)C 1-((3-((1R,5R,6S)-3-(4-chlorophenyl)bicyclo[3.1.0]hex-2-en-6-yl)-1,2,4-oxadiazol-5-yl)methyl)-7-methyl-1,7-dihydro-6H-purin-6-one